[Na+].NC=1SC=C(N1)/C(/C(=O)N[C@H]1[C@H]2SCC=C(C2(C1=O)N)C(=O)[O-])=N/OC (6R,7R)-7-[(Z)-2-(2-amino-4-thiazolyl)-2-methoxyiminoacetamido]-8-oxo-5-thia-1-aminobicyclo[4.2.0]oct-2-ene-2-carboxylic acid sodium salt